COC=1C=C(C=CC1C)NC(=O)C1CCC(CC1)N1C(NC2=CC=CC(=C2C1)C(F)(F)F)=O (1s,4s)-N-(3-methoxy-4-methylphenyl)-4-(2-oxo-5-(trifluoromethyl)-1,2-dihydroquinazolin-3(4H)-yl)cyclohexanecarboxamide